COC(C[C@@H](C)N)=O Methyl-(R)-3-aminobutyrate